[6-Allyl-1,3-dimethyl-8-(3-nitrophenyl)-2,5-dioxo-pyrido[2,3-d]pyridazin-4-yl] 4-methylbenzenesulfonate CC1=CC=C(C=C1)S(=O)(=O)OC1=C(C(N(C=2C(=NN(C(C21)=O)CC=C)C2=CC(=CC=C2)[N+](=O)[O-])C)=O)C